CC1(OB(OC1(C)C)C1=CCC2(CCN(CC2)C(C=C)=O)CC1)C 1-(9-(4,4,5,5-tetramethyl-1,3,2-dioxaborolan-2-yl)-3-azaspiro[5.5]undec-8-en-3-yl)prop-2-en-1-one